C(=O)O.BrC=1C=NN2C1N=C(N=C2NCC2=NC=1C(=NC=CC1)N2)N2CCNCC2 8-bromo-N-[(3H-imidazo[4,5-b]pyridin-2-yl)methyl]-2-(piperazin-1-yl)pyrazolo[1,5-a][1,3,5]triazin-4-amine formic acid salt